CC=1C=C(C=NC1C)O 5,6-dimethylpyridin-3-ol